F[C@@H]1[C@H](C1)C1=NC(=NO1)C=1C=CC(=C(C1)NC(=O)C1=CN=C2N1C=CC(=C2)COCCS(=O)(=O)C)C N-[5-[5-[(1R,2S)-2-fluorocyclopropyl]-1,2,4-oxadiazol-3-yl]-2-methyl-phenyl]-7-(2-methylsulfonylethoxymethyl)imidazo[1,2-a]pyridine-3-carboxamide